6-(4-((1H-imidazol-5-yl)methyl)-8-chloro-5,6-dihydro-4H-[1,4]oxazepino[5,6,7-de]quinazolin-9-yl)-4-methyl-5-(trifluoromethyl)pyridin-2-amine N1C=NC=C1CN1CCOC=2C=3C1=NC=NC3C=C(C2Cl)C2=C(C(=CC(=N2)N)C)C(F)(F)F